5-(5-chloro-2-methoxyphenyl)pyridazine-4-carbonitrile ClC=1C=CC(=C(C1)C=1C(=CN=NC1)C#N)OC